CN1CC2=C(NC=3C=CC=CC23)CC1 2-methyl-2,3,4,5-tetra-hydro-1H-pyrido[4,3-b]indole